C1(CC1)C(=O)NC1=NC=C(C(=O)NC([2H])([2H])[2H])C(=C1)NC1=CN(C=2N=CN(C(C21)=O)CC(F)(F)F)C 6-(Cyclopropanecarboxamido)-N-(methyl-d3)-4-((7-methyl-4-oxo-3-(2,2,2-trifluoroethyl)-4,7-dihydro-3H-pyrrolo[2,3-d]pyrimidin-5-yl)amino)nicotinamide